3-hydroxy-γ-carotene OC1CC(C)(C)C(=C(C1)C)\C=C\C(\C)=C\C=C\C(\C)=C\C=C\C=C(/C)\C=C\C=C(/C)\C=C\C=C(/C)\CCC=C(C)C